2-(3-(6-bromo-3,5-difluoropyridin-2-yl)-7-methoxyimidazo[1,2-a]pyridin-6-yl)propan-2-ol BrC1=C(C=C(C(=N1)C1=CN=C2N1C=C(C(=C2)OC)C(C)(C)O)F)F